C(C1=CC=CC=C1)N1CC=2C(=C(N=C(C2CC1)N1[C@H]2CN(C[C@@H]1CC2)C(=O)OC(C)(C)C)OCC2(CC2)CO)C#N tert-butyl (1R,5S)-8-(6-benzyl-4-cyano-3-((1-(hydroxymethyl)cyclopropyl)methoxy)-5,6,7,8-tetrahydro-2,6-naphthyridin-1-yl)-3,8-diazabicyclo[3.2.1]octane-3-carboxylate